4-(2-((1,3-dimethyl-1H-pyrazol-5-yl)sulfonyl)propan-2-yl)-N-(pyridin-4-yl)piperidine-1-carboxamide CN1N=C(C=C1S(=O)(=O)C(C)(C)C1CCN(CC1)C(=O)NC1=CC=NC=C1)C